N-(4-(N-(1-acetyl-3,3-dimethylindolin-6-yl)sulfamoyl)naphthalen-1-yl)-2-methylbenzamide C(C)(=O)N1CC(C2=CC=C(C=C12)NS(=O)(=O)C1=CC=C(C2=CC=CC=C12)NC(C1=C(C=CC=C1)C)=O)(C)C